1-(5-chloro-3-fluoropyridin-2-yl)-N-[2-fluoro-3-(5-fluoro-4-methyl-6-oxo-1,6-dihydropyrimidine-2-yl)-4-(trifluoromethyl)benzyl]piperidine-4-carboxamide ClC=1C=C(C(=NC1)N1CCC(CC1)C(=O)NCC1=C(C(=C(C=C1)C(F)(F)F)C=1NC(C(=C(N1)C)F)=O)F)F